FC1(CCC2=C1N=C(N=C2C2[C@@H]1[C@@H]([C@@H]1CN2)CC(=O)N2CCNCC2)N2[C@H](CC2)C)F 2-((1R,5S,6R)-2-(7,7-difluoro-2-((S)-2-methylazetidine-1-yl)-6,7-dihydro-5H-cyclopenta[d]pyrimidin-4-yl)-3-azabicyclo[3.1.0]hexan-6-yl)-1-(piperazine-1-yl)ethan-1-one